COC(=O)C1=CC2=C(N=C(N2C[C@H]2OCC2)CCl)C=C1F 2-(chloromethyl)-6-fluoro-3-[[(2S)-oxetan-2-yl]methyl]benzimidazole-5-carboxylic acid methyl ester